6-[8-(1,3-benzothiazol-2-ylcarbamoyl)-3,4-dihydroisoquinolin-2(1H)-yl]-3-(1-benzyl-1H-indazol-5-yl)pyridine-2-carboxylic acid S1C(=NC2=C1C=CC=C2)NC(=O)C=2C=CC=C1CCN(CC21)C2=CC=C(C(=N2)C(=O)O)C=2C=C1C=NN(C1=CC2)CC2=CC=CC=C2